F[C@@H]1CC(C[C@@H](C1)F)N1N=C(C2=C1CC([C@H]2O)(F)F)C(F)(F)F (4S)-1-[(3R,5S)-3,5-difluorocyclohexyl]-5,5-difluoro-3-(trifluoromethyl)-4,6-dihydro-cyclopenta[c]pyrazol-4-ol